C(C)(C)(C)OC(NCCN1CCN(CC1)C1=NC(=C(C(=C1C#N)CC)C#N)Cl)=O (2-(4-(6-chloro-3,5-dicyano-4-ethylpyridin-2-yl)piperazin-1-yl)ethyl)carbamic acid tert-butyl ester